3-(3,4-dimethoxyphenyl)-6-(4-pyridyl)imidazo[1,2-b]pyridazine COC=1C=C(C=CC1OC)C1=CN=C2N1N=C(C=C2)C2=CC=NC=C2